(2R-3S,4S,5R)-3-(3,4-difluoro-2-methoxyphenyl)-4,5-dimethyl-5-(trifluoromethyl)tetrahydrofuran-2-carboxylic acid FC=1C(=C(C=CC1F)[C@H]1[C@@H](O[C@]([C@H]1C)(C(F)(F)F)C)C(=O)O)OC